(+/-)-trans-4-(4-bromophenyl)-3-{[(3-oxoisoindolin-5-yl)oxy]methyl}piperidine-1-carboxylic acid tert-butyl ester C(C)(C)(C)OC(=O)N1C[C@H]([C@@H](CC1)C1=CC=C(C=C1)Br)COC=1C=C2C(NCC2=CC1)=O |r|